O1C(CCCC1)O[C@H](C(=O)O)C (2S)-2-(tetrahydro-2H-pyran-2-yloxy)propionic acid